O=C1NC(CCC1N1C(C2=CC=C(C=C2C1=O)N1CCN(CC1)CCOC1=CC=C(C=C1)\C(=C(\CC)/C1=CC=CC=C1)\C1=CC=C(C=C1)O)=O)=O (Z)-2-(2,6-dioxopiperidin-3-yl)-5-(4-(2-(4-(1-(4-hydroxyphenyl)-2-phenylbut-1-en-1-yl)phenoxy)ethyl)piperazin-1-yl)isoindoline-1,3-dione